CC1(C2(N(C3=CC=CC=C13)CCCO)OC1=C(C=C2)C=C(C=C1OC)[N+](=O)[O-])C 3',3'-Dimethyl-8-methoxy-6-nitro-Spiro[2H-1-benzopyran-2,2'-[2H]indole]-1'(3'H)-propanol